6-(Azetidin-1-yl)-N-(1,4-dimethyl-1H-pyrazolo[3,4-b]pyridine-3-sulfonyl)-4-fluoro-1-benzofuran-2-carboxamide N1(CCC1)C1=CC2=C(C=C(O2)C(=O)NS(=O)(=O)C2=NN(C3=NC=CC(=C32)C)C)C(=C1)F